C1(CCCC1)C1=CC(=NN1)NC1=NC(=NC=C1)N1C[C@H](CC1)N(C(OC(C)(C)C)=O)C tert-butyl (S)-(1-(4-((5-cyclopentyl-1H-pyrazol-3-yl)amino)pyrimidin-2-yl)pyrrolidin-3-yl)(methyl)carbamate